4-(3-((5-chloro-2-((3-methyl-1-(1-methylpyrrolidin-3-yl)-1H-pyrazol-4-yl)amino)pyrimidin-4-yl)amino)propyl)-2,2-dimethyl-1,4-oxazepan-3-one ClC=1C(=NC(=NC1)NC=1C(=NN(C1)C1CN(CC1)C)C)NCCCN1C(C(OCCC1)(C)C)=O